CN(CCCNC(=O)C=1C=CC2=C(N(C(=N2)C2=CC(=C(C=C2)F)OC)C2CC(C2)C(NC)=O)C1)C N-(3-(dimethylamino)propyl)-2-(4-fluoro-3-methoxyphenyl)-1-((1r,3s)-3-(methylcarbamoyl)cyclobutyl)-1H-benzo[d]imidazole-6-carboxamide